Methyl (S)-3-amino-3-phenylpropanoate hydrochloride Cl.N[C@@H](CC(=O)OC)C1=CC=CC=C1